FC(OC1=CC=C(C=C1)S(=O)(=O)N1C[C@@H]2[C@H](C1)CC(C2)NCC2CCOCC2)F (3aR,5r,6aS)-2-((4-(Difluoromethoxy)phenyl)sulfonyl)-N-((tetrahydro-2H-pyran-4-yl)methyl)octahydrocyclopenta[c]pyrrol-5-amine